3-chloro-5-isopropyl-8-((3-methylazetidin-3-yl)methoxy)isoquinoline ClC=1N=CC2=C(C=CC(=C2C1)C(C)C)OCC1(CNC1)C